FC=1C(=NC(=NC1)NC1=CC=C(C=N1)N1C(CNCC1)=O)C1=CC2=C(C(=N1)OC)N=C(N2C(C)C)C 1-[6-[[5-fluoro-4-(1-isopropyl-4-methoxy-2-methyl-imidazo[4,5-C]pyridin-6-yl)pyrimidin-2-yl]amino]-3-pyridinyl]piperazin-2-one